2-(7-(3-chloro-5-fluorophenyl)-2-(ethylsulfanyl)pyrazolo[1,5-a]pyrimidin-3-yl)-3-methyl-6-(trifluoromethyl)-3H-imidazo[4,5-c]pyridine ClC=1C=C(C=C(C1)F)C1=CC=NC=2N1N=C(C2C2=NC1=C(C=NC(=C1)C(F)(F)F)N2C)SCC